C=1C=CNC2=CC=C3N=C4C=CC=CC4=C3C21 4H-pyrido[2,3-c]carbazole